3-chloro-4-[(3,5-difluoropyridin-2-yl)methoxy]-2'-(6-ethenylpyridin-2-yl)-5',6-dimethyl-[1,4'-bipyridin]-2-one ClC=1C(N(C(=CC1OCC1=NC=C(C=C1F)F)C)C1=CC(=NC=C1C)C1=NC(=CC=C1)C=C)=O